N-(3-Chloro-5-(2-(3-isobutoxy-5-(trifluoromethoxy)phenyl)propan-2-yl)phenyl)-5-(2-(methylsulfonyl)propan-2-yl)benzo[b]thiophen-2-carboxamid ClC=1C=C(C=C(C1)C(C)(C)C1=CC(=CC(=C1)OC(F)(F)F)OCC(C)C)NC(=O)C1=CC2=C(S1)C=CC(=C2)C(C)(C)S(=O)(=O)C